2-(1-methyl-7-nitro-1H-indazol-3-yl)propanoic acid CN1N=C(C2=CC=CC(=C12)[N+](=O)[O-])C(C(=O)O)C